3,7-BIS(DIMETHYLAMINO)PHENOTHIAZIN-5-IUM CN(C=1C=CC2=NC3=CC=C(C=C3[S+]=C2C1)N(C)C)C